C1(CCCC1)N1CCC2(OC3(CC3)C(N(C2)CC)=O)CC1 8-cyclopentyl-12-ethyl-4-oxa-8,12-diazadispiro[2.1.5.3]tridecan-13-one